BrC1=CC(=C(C(=O)[O-])C(=C1)F)F 4-bromo-2,6-difluorobenzoate